2-Methyl-N-[(1R)-1-(1-naphthyl)ethyl]-5-[(3R)-3-(1-piperidyl)pyrrolidin-1-yl]benzamide CC1=C(C(=O)N[C@H](C)C2=CC=CC3=CC=CC=C23)C=C(C=C1)N1C[C@@H](CC1)N1CCCCC1